2-(3-methoxy-4-((4-methylbenzyl)oxy)styryl)-1,3-dithiane COC=1C=C(C=CC2SCCCS2)C=CC1OCC1=CC=C(C=C1)C